C(C)(C)(C)C1=C(C(=CC=C1)C(C)(C)C)C(CCCCCCC[Al])C1=C(C=CC=C1C(C)(C)C)C(C)(C)C bis(2,6-di-t-butylphenyl)n-octylaluminum